7-(Difluoromethyl)-4-hydroxy-2-oxo-1-phenyl-1,2-dihydro-1,8-naphthyridine-3-carbonitrile FC(C1=CC=C2C(=C(C(N(C2=N1)C1=CC=CC=C1)=O)C#N)O)F